tert-butyl (3S)-3-(2-chloro-7-methyl-8-oxo-purin-9-yl)pyrrolidine-1-carboxylate ClC1=NC=C2N(C(N(C2=N1)[C@@H]1CN(CC1)C(=O)OC(C)(C)C)=O)C